2-(1-(3-bromophenyl)-3-((2-methylbut-3-en-2-yl)oxy)propoxy)tetrahydro-2H-pyran BrC=1C=C(C=CC1)C(CCOC(C)(C=C)C)OC1OCCCC1